4-(3-chloro-2,4,5-trifluorophenyl)-1,3,2-dioxaphosphorinane 2-sulfide ClC=1C(=C(C=C(C1F)F)C1OP(OCC1)=S)F